C12(CC3CC(CC(C1)C3)C2)C=2N(C3=CC=CC=C3C2P(C2CCCCC2)C2CCCCC2)C 2-(1-adamantyl)-3-(dicyclohexylphosphino)-1-methyl-1H-indole